((S)-1-(4-fluorophenyl)-3,4-dihydroisoquinolin-2(1H)-yl)((R)-6-oxa-2,9-diazaspiro[4.5]dec-2-yl)methanone FC1=CC=C(C=C1)[C@@H]1N(CCC2=CC=CC=C12)C(=O)N1C[C@]2(CC1)OCCNC2